[N+](=O)([O-])C=1C(=NC=CC1)C(C)N 1-(3-Nitropyridin-2-yl)ethan-1-amine